C(C)(C)(C)C1=NOC(=N1)C(=O)N[C@H]1CCCCC2=C1C=CC(=C2)C2=CC(=NC=C2)NC(=O)[C@@H]2CC21CC1 3-(tert-butyl)-N-((S)-2-(2-((R)-spiro[2.2]pentane-1-carboxamido)pyridin-4-yl)-6,7,8,9-tetrahydro-5H-benzo[7]annulen-5-yl)-1,2,4-oxadiazole-5-carboxamide